C1(CC1)N1N=C(C=C(C1=O)C)NC1=NN2C(C=C(C=C2)C2=CC(=NC=C2F)C)=C1 2-cyclopropyl-6-((5-(5-fluoro-2-methylpyridin-4-yl)pyrazolo[1,5-a]pyridin-2-yl)amino)-4-methylpyridazin-3(2H)-one